pentaerythritol tetrakis(di(tert-butyl) hydroxycinnamate) C(C)(C)(C)C1=C(C(=C(C(=O)OCC(COC(C(=C(C2=C(C=CC=C2)C(C)(C)C)C(C)(C)C)O)=O)(COC(C(=C(C2=C(C=CC=C2)C(C)(C)C)C(C)(C)C)O)=O)COC(C(=C(C2=C(C=CC=C2)C(C)(C)C)C(C)(C)C)O)=O)O)C(C)(C)C)C=CC=C1